7-Chloro-4-((4-methoxybenzyl)amino)imidazo[1,5-a]quinoxaline-8-carboxylic acid ClC=1C=C2N=C(C=3N(C2=CC1C(=O)O)C=NC3)NCC3=CC=C(C=C3)OC